[N+](=O)([O-])C=1C=CC=C2CCN(C(C12)=O)C 8-nitro-2-methyl-3,4-dihydroisoquinoline-1(2H)-one